C(C)N1N=C(C=C1C1=CC=NN1C)C1=CC=NN1 1-Ethyl-5-(1-methyl-1H-pyrazol-5-yl)-3-(1H-pyrazol-5-yl)-1H-pyrazole